C(C)[C@@H]1N(C[C@H](N(C1)C(C)C=1C=C2N=CC=NC2=CC1)CC)C=1C=2C(N(C(C1)=O)CC)=CN(N2)C2OCCCC2 7-((2S,5R)-2,5-diethyl-4-(1-(quinoxalin-6-yl)ethyl)piperazin-1-yl)-4-ethyl-2-(tetrahydro-2H-pyran-2-yl)-2,4-dihydro-5H-pyrazolo[4,3-b]pyridin-5-one